C(C)(C)(C)OC(=O)N1CCC(CC1)NN.COC=1C(=NC=CC1)[C@@H]1[C@@H](O[C@]([C@@H]1C)(C(F)(F)F)C)C(=O)NC1=CC(=NC=C1)C(=O)N (2R,3R,4R,5R)-4-[[3-(3-methoxy-2-pyridinyl)-4,5-dimethyl-5-(trifluoromethyl)tetrahydrofuran-2-carbonyl]amino]pyridine-2-carboxamide tert-butyl-4-hydrazineylpiperidine-1-carboxylate